3-benzyl-1-(trans-4-((5-cyano-4-((1,3-thiazol-2-ylmethyl)-amino)pyrimidin-2-yl)amino)-cyclohexyl)-1-(5-(1-methyl-1H-pyrazol-4-yl)pyridin-2-yl)urea C(C1=CC=CC=C1)NC(N(C1=NC=C(C=C1)C=1C=NN(C1)C)[C@@H]1CC[C@H](CC1)NC1=NC=C(C(=N1)NCC=1SC=CN1)C#N)=O